(cyclopentylmethyl (methyl) amino)-1-oxo-2,3-dihydro-1H-pyrrolo[3,4-c]pyridine-4-carboxylate C1(CCCC1)CN(C)N1CC=2C(=NC=CC2C1=O)C(=O)[O-]